C(C)(C)(C)OC(=O)NC1=NC=CC(=C1)NC=1C=C(N=NC1)C=1C(=C(C(=O)OC)C=CC1)F Methyl 3-{5-[(2-{[(tert-butoxy)carbonyl]amino}pyridin-4-yl)amino]pyridazin-3-yl}-2-fluorobenzoate